FC=1C=C(C=CC1OC)S(/C=C/CNC(=O)C=1C(NC=2CCN(CC2C1)C(=O)OC1CCCCC1)=O)(=O)=N cyclohexyl 3-{[(2E)-3-[(3-fluoro-4-methoxyphenyl)(imino)oxo-λ6-sulfanyl]prop-2-en-1-yl]carbamoyl}-2-oxo-1,2,5,6,7,8-hexahydro-1,6-naphthyridine-6-carboxylate